(2S,3S,4R,5S)-3,4-dihydroxyl-N-methyl-5-(2-(5-methylpyridin-3-yl)-6-((pyridin-2-ylmethyl)amino)-9H-purin-9-yl)tetrahydrofuran-2-carboxamide O[C@@H]1[C@H](O[C@@H]([C@@H]1O)N1C2=NC(=NC(=C2N=C1)NCC1=NC=CC=C1)C=1C=NC=C(C1)C)C(=O)NC